methyl-6-((tert-butoxycarbonyl) amino)-2,2-dimethyl-4-oxo-3,8-dioxa-5,7-diazaundec-5-en-11-carboxylate COC(=O)CCCONC(=NC(OC(C)(C)C)=O)NC(=O)OC(C)(C)C